(1R)-1-(3-(difluoromethyl)-2-fluoro-phenyl)ethylamine FC(C=1C(=C(C=CC1)[C@@H](C)N)F)F